C(C1=CC=CC=C1)OCCC(C(=O)N(C)OC)C 4-(benzyloxy)-N-methoxy-N,2-dimethylbutyramide